2-(2-chloro-3-fluorophenyl)-N-[4-(1-cyclopropyl-1H-pyrazol-4-yl)-3-{[(dimethylamino)methylidene]sulfamoyl}phenyl]acetamide ClC1=C(C=CC=C1F)CC(=O)NC1=CC(=C(C=C1)C=1C=NN(C1)C1CC1)S(N=CN(C)C)(=O)=O